2,6-bis[2-(piperidin-4-yl)acetyl]-1,2,3,5,6,7-hexahydro-s-indacene-1,3,5,7-tetrone N1CCC(CC1)CC(=O)C1C(C2=CC=3C(C(C(C3C=C2C1=O)=O)C(CC1CCNCC1)=O)=O)=O